bismuth(III) molybdate O=[Mo](=O)(O[Mo](=O)(=O)O[Bi]=O)O[Mo](=O)(=O)O[Bi]=O